1-((3-(3-methylpyridin-4-ylethynyl)pyridin-4-yl)mercapto)-1-cyclobutanepropanoic acid CC=1C=NC=CC1C#CC=1C=NC=CC1SC1(CCC1)CCC(=O)O